5-nitro-6-(((1-(tetrahydro-2H-pyran-2-yl)-1H-pyrazol-4-yl)methyl)amino)pyridine tert-Butyl-4-(3-chloro-5-nitropyridin-4-yl)piperazine-1-carboxylate C(C)(C)(C)OC(=O)N1CCN(CC1)C1=C(C=NC=C1[N+](=O)[O-])Cl.[N+](=O)([O-])C=1C=CC=NC1NCC=1C=NN(C1)C1OCCCC1